1-(4-(4-amino-7-cyclopropyl-7H-pyrrolo[2,3-d]pyrimidin-5-yl)-3,5-difluorophenyl)-3-(3-(1-(trifluoromethyl)cyclopropyl)isoxazol-5-yl)urea NC=1C2=C(N=CN1)N(C=C2C2=C(C=C(C=C2F)NC(=O)NC2=CC(=NO2)C2(CC2)C(F)(F)F)F)C2CC2